C(C)(C)(C)C1=CC=C(C=C1)N(C1=C(C=CC=C1)[N+]#[C-])C N-(4-(t-butyl)phenyl)-2-isocyano-N-methylaniline